ClC1=C(C=CC(=C1)Cl)[C@@H]1[C@H](OC(O1)C)CO ((4R,5R)-5-(2,4-dichlorophenyl)-2-methyl-1,3-dioxolan-4-yl)methanol